2-mercaptoethylthio-1,3-dimercaptopropane SCCSC(CCS)S